5-fluoroindoline-1-carboxylic acid tert-butyl ester C(C)(C)(C)OC(=O)N1CCC2=CC(=CC=C12)F